C1=CC=CC=2C3=CC=CC=C3N(C12)C1=CC=C(C=C1)C1=CC=C(C2=NSN=C21)C2=CC=C(C=C2)N2C1=CC=CC=C1C=1C=CC=CC21 4,7-bis(4-(9H-carbazol-9-yl)phenyl)benzo[c][1,2,5]thiadiazole